3-Chloro-N-(2-(3-(dimethylamino)propoxy)-5-(3'-methyl-2'-oxo-2',3'-dihydrospiro[cyclobutane-1,1'-pyrrolo[2,3-c]quinolin]-8'-yl)pyridin-3-yl)-5-fluorobenzenesulfonamide hydrochloride Cl.ClC=1C=C(C=C(C1)F)S(=O)(=O)NC=1C(=NC=C(C1)C1=CC=2C3=C(C=NC2C=C1)N(C(C31CCC1)=O)C)OCCCN(C)C